6-bromoisoquinoline 2-oxide BrC=1C=C2C=C[N+](=CC2=CC1)[O-]